C(C)C(CN1C(=C(C(C=C1)=O)OCC1=CC=C(C=C1)OC)CC)CCCC N-(2-ethylhexyl)-2-ethyl-3-(4-methoxybenzyloxy)-pyridin-4-one